COC(=O)C1=CC=C2C(CC(NC2=C1Br)=C=O)(C)C 8-bromo-4,4-dimethyl-2-carbonyl-1,2,3,4-tetrahydroquinoline-7-carboxylic acid methyl ester